FC=1C=C(C=CC1OC1=NC=CC(=N1)C)N1C(=C(C=2N=CN=C(C21)N)C)C=2CCNCC2 5-(3-fluoro-4-((4-methylpyrimidin-2-yl)oxy)phenyl)-7-methyl-6-(1,2,3,6-tetrahydropyridin-4-yl)-5H-pyrrolo[3,2-d]pyrimidin-4-amine